C(C)[Si](O[Si](C)(C)C)(O[Si](O[Si](C)(C)C)(CC)CC)CC 3,3,5,5-tetraethyl-1,1,1,7,7,7-hexamethyltetrasiloxane